C(#N)C1=CC=2N(N=C1)C(=CC2)C2=NC=C(C(=O)NC[C@H](C(C)(C)O)F)C(=C2)NC2CCC(CC2)C2=NN(N=C2)C(F)F 6-(3-cyanopyrrolo[1,2-b]pyridazin-7-yl)-4-(((1R,4R)-4-(2-(difluoromethyl)-2H-1,2,3-triazol-4-yl)cyclohexyl)amino)-N-((R)-2-fluoro-3-hydroxy-3-methylbutyl)nicotinamide